C1(CCCCC1)N1C(SCC(C1)(C)C)=N 3-Cyclohexyl-5,5-dimethyl-1,3-thiazinan-2-imine